C(C)(=O)N1CC(OC2=C1C=CC=C2)CC(=O)N2C(CC(C2)F)C(=O)NC(C2=CC=C(C=C2)C(C)C)C2=CC=CC=C2 1-[2-(4-acetyl-3,4-dihydro-2H-1,4-benzoxazin-2-yl)acetyl]-4-fluoro-N-{phenyl[4-(propan-2-yl)phenyl]methyl}pyrrolidine-2-carboxamide